[(2R,3S,7S)-7-(6-tert-Butyl-5-methyl-pyrrolo[2,3-b]pyrazin-3-yl)-3-(2,2,2-trifluoroethyl)azepan-2-yl]methanol C(C)(C)(C)C1=CC=2C(=NC(=CN2)[C@@H]2CCC[C@H]([C@@H](N2)CO)CC(F)(F)F)N1C